Amino-gluconate N[C@@](C(=O)[O-])(O)[C@@H](O)[C@H](O)[C@H](O)CO